S1C(=CC=C1)CC=O 2-(2-Thienyl)acetaldehyde